CS(=O)(=O)[O-].C(CCCCCCC)[NH+]1C=C(C=C1)CC 1-Octyl-3-ethylpyrrolium methansulfonat